O.Cl.N[C@@H](CS)C(=O)O cysteine hydrochloride monohydrate